CC1=CC=C(S1)C1(CC1)C(N)=N 1-(5-methylthiophen-2-yl)cyclopropane-1-carboximidamide